trimethyl-ammoniobutanoate CC(CC(C(=O)[O-])[NH3+])(C)C